5-(5-((1-(2-(4-(4-chloro-1,2-bis(4-hydroxyphenyl)but-1-en-1-yl)phenoxy)ethyl)piperidin-4-yl)methyl)-2,5-diazabicyclo[2.2.1]heptan-2-yl)-2-(2,6-dioxopiperidin-3-yl)isoindoline-1,3-dione ClCCC(=C(C1=CC=C(C=C1)O)C1=CC=C(OCCN2CCC(CC2)CN2C3CN(C(C2)C3)C=3C=C2C(N(C(C2=CC3)=O)C3C(NC(CC3)=O)=O)=O)C=C1)C1=CC=C(C=C1)O